2-oxo-3-(2,2,2-trifluoroethyl)imidazole O=C1NC=CN1CC(F)(F)F